(2S)-1-[2-(2,6-Dioxopiperidin-3-yl)-1-oxo-3H-isoindol-5-yl]pyrrolidine-2-carbaldehyde O=C1NC(CCC1N1C(C2=CC=C(C=C2C1)N1[C@@H](CCC1)C=O)=O)=O